3-glycidyl-oxypropylmethylethoxysilane C(C1CO1)OCCC[SiH](OCC)C